5-(((1S,2S)-2-(((3,3-Difluorocyclobutyl)methyl)amino)cyclohexyl)(methyl)amino)-2-(2,6-dioxopiperidin-3-yl)isoindolin-1,3-dion FC1(CC(C1)CN[C@@H]1[C@H](CCCC1)N(C=1C=C2C(N(C(C2=CC1)=O)C1C(NC(CC1)=O)=O)=O)C)F